ClC1=NC(=CC=C1C=O)Cl 2,6-dichloro-3-pyridinecarboxaldehyde